[(2R,4S,6S)-4-({[1-(2,2-difluoro-1,3-benzodioxol-5-yl)cyclopropyl]carbonyl}amino)-6-phenyltetrahydro-2H-pyran-2-yl]benzoic acid FC1(OC2=C(O1)C=CC(=C2)C2(CC2)C(=O)N[C@@H]2C[C@@H](O[C@@H](C2)C2=CC=CC=C2)C2=C(C(=O)O)C=CC=C2)F